C(C=1C(C(=O)O)=CC=CC1)(=O)NN(CS)C(=O)O phthaloyl-aza-cysteine